1,4-Bis(diphenylphosphino)butan dichloride [Cl-].[Cl-].C1(=CC=CC=C1)P(CCCCP(C1=CC=CC=C1)C1=CC=CC=C1)C1=CC=CC=C1